[Zn].[Cr].[Cu] copper-chromium-zinc